3,4-dimethylpent-2-en-1-ol CC(=CCO)C(C)C